C(C1=CC=CC=C1)OCCCCCCOC1=C2C(=NN=C(C2=CC(=C1)Cl)O)C 5-((6-(benzyloxy)hexyl)oxy)-7-chloro-4-methylphthalazin-1-ol